(S)-3-chloro-1-(thiophen-2-yl)propan-1-ol ClCC[C@H](O)C=1SC=CC1